CN(C=1C=C(OCCOC=2C=CC(=NC2)N(CC2=CC(=CC=C2)N2CCCC2)CC2=CC(=CC=C2)OC)C=CC1)C 5-(2-(3-(dimethylamino)phenoxy)ethoxy)-N-(3-methoxybenzyl)-N-(3-(pyrrolidin-1-yl)benzyl)pyridin-2-amine